The molecule is an organothiophosphate insecticide, an organic phosphonate, a phosphonic ester, a member of salicylates and an isopropyl ester. It has a role as an EC 3.1.1.7 (acetylcholinesterase) inhibitor and an agrochemical. It derives from an isopropyl salicylate. CCOP(=S)(NC(C)C)OC1=CC=CC=C1C(=O)OC(C)C